(chloromethyl)-1-[(2S)-oxetan-2-ylmethyl]imidazo[4,5-b]pyridine-6-carboxylic acid ethyl ester C(C)OC(=O)C=1C=C2C(=NC1)N=C(N2C[C@H]2OCC2)CCl